ClC1=CC=C2C(=CC=NC2=C1)C(CCCNCC)(C)N 4-(7-chloroquinolin-4-yl)-N1-ethyl-pentane-1,4-diamine